difluoro(diisopropyl)aminomethylsilane F[SiH](CN(C(C)C)C(C)C)F